1-Chloro-4-(5-phenylpent-1-en-1-yl)benzene ClC1=CC=C(C=C1)C=CCCCC1=CC=CC=C1